FC=1C(=NC=CC1)C=1C(=NC=CC1)C(=O)N1[C@@H]2[C@@H](C[C@H](C1)CC2)NC2=NC=C(C=C2)C(F)(F)F (3-fluoro-[2,3'-bipyridin]-2'-yl)((1S,4R,6R)-6-((5-(trifluoromethyl)pyridin-2-yl)amino)-2-azabicyclo[2.2.2]oct-2-yl)methanone